F[C@H]1[C@@H](CN(CC1)C1=NC2=C(N1CC1=NC=CC(=C1)OC)C=C(C=C2)F)N (3R,4R)-4-fluoro-1-(6-fluoro-1-((4-methoxypyridin-2-yl)methyl)-1H-benzo[d]imidazol-2-yl)piperidin-3-amine